BrC=1C(=NC(=NC1)NC1=CC=C(C=C1)OCCN1CCOCC1)NC=1SC=CC1C(=O)OC methyl 2-{5-bromo-2-[4-(2-morpholin-4-ylethoxy) phenylamino]-pyrimidin-4-ylamino}-thiophene-3-carboxylate